6-(dimethylamino)pyrazin CN(C1=CN=CC=N1)C